4-[3-chloro-6-fluoro-2-[2-(1-methylindazol-5-yl)ethyl]phenyl]-5-hydroxy-2,6-dimethyl-pyridazin-3-one ClC=1C(=C(C(=CC1)F)C=1C(N(N=C(C1O)C)C)=O)CCC=1C=C2C=NN(C2=CC1)C